2,7-dinitrofluorenone C1=CC2=C(C=C1[N+](=O)[O-])C(=O)C3=C2C=CC(=C3)[N+](=O)[O-]